NC1=NC=CC=C1C1=NC=2C(=NC(=CC2)C2=CC=CC=C2)N1C=1C=C2CC[C@@H](C2=CC1)NC(C1=CC(=C(C(=C1)OC)O)C=O)=O N-[(1S)-5-[2-(2-aminopyridin-3-yl)-5-phenylimidazo[4,5-b]pyridin-3-yl]-2,3-dihydro-1H-inden-1-yl]-3-formyl-4-hydroxy-5-methoxybenzamide